4-ethylthiazol C(C)C=1N=CSC1